O[C@@H]([C@H](CO[C@H]1O[C@H]([C@@H]([C@@H]([C@H]1O)O)O)CO)NC(CCCCCCCCCCC1(COC1)C)=O)[C@@H](CCCCCCCCCCCCCC)O N-[(2S,3S,4R)-3,4-dihydroxy-1-{[(2S,3R,4S,5R,6S)-3,4,5-trihydroxy-6-(hydroxymethyl)oxaN-2-yl]Oxy}octadeca-2-yl]-11-(3-Methyloxetan-3-yl)undecanamide